octyl-(tributyl)phosphonium C(CCCCCCC)[P+](CCCC)(CCCC)CCCC